N(=C=O)CC1(CC(CC(C1)(C)C)(N=C=O)CN=C=O)C 1-isocyanatomethyl-3-isocyanatomethyl-3-isocyanato-1,5,5-trimethyl-cyclohexane